3-chloro-4-((S)-2-(dimethylamino)-3-((S)-3-(pyridin-3-yl)-3-(1-(trifluoromethyl)cyclopropyl)propanamido)propyl)-2-fluoro-N-methylbenzamide ClC=1C(=C(C(=O)NC)C=CC1C[C@@H](CNC(C[C@H](C1(CC1)C(F)(F)F)C=1C=NC=CC1)=O)N(C)C)F